N-(3-chloro-5-(methylsulfonamido)phenyl)-5-(5-(3,3-difluoroazetidin-1-yl)pyridin-2-yl)-1-methyl-1H-pyrrole-3-carboxamide ClC=1C=C(C=C(C1)NS(=O)(=O)C)NC(=O)C1=CN(C(=C1)C1=NC=C(C=C1)N1CC(C1)(F)F)C